2-methyl-8-(1H-pyrrolo[2,3-b]pyridin-5-yl)-1-((tetrahydrofuran-3-yl)methyl)-1H-imidazo[4,5-c]quinoline CC=1N(C2=C(C=NC=3C=CC(=CC23)C=2C=C3C(=NC2)NC=C3)N1)CC1COCC1